ClC1=CC2=C(N=CN(C2=O)CC2(CCN(CC2)C(C2=CC(=CC=C2)F)=O)O)N1C1=CC=C(C=C1)[C@@H]1CO[C@H](CN1C(=O)OC(C)(C)C)C tert-butyl (2S,5R)-5-(4-(6-chloro-3-((1-(3-fluorobenzoyl)-4-hydroxypiperidin-4-yl)methyl)-4-oxo-3,4-dihydro-7H-pyrrolo[2,3-d]pyrimidin-7-yl)phenyl)-2-methylmorpholine-4-carboxylate